N-Cbz-DL-proline C(=O)(OCC1=CC=CC=C1)N1[C@@H](CCC1)C(=O)O |r|